CONC1=NC(=NC(=C1)C)NC(=O)NC1=CC=C(C=C1)OC(F)(F)F 1-(4-(methoxyamino)-6-methylpyrimidin-2-yl)-3-(4-(trifluoromethoxy)phenyl)urea